N1=CN=C2NC=NC2=C1N[C@H](C(=O)O)CCN(CCCCC1=NC=2NCCCC2C=C1)CCOC1=CC(=CC(=C1)F)F (S)-2-((9H-purin-6-yl)amino)-4-((2-(3,5-difluorophenoxy)ethyl)(4-(5,6,7,8-tetrahydro-1,8-naphthyridin-2-yl)butyl)amino)butanoic acid